(S)-N-(1-(dimethylamino)-3-(naphthalen-2-yl)propan-2-yl)acetamide CN(C[C@H](CC1=CC2=CC=CC=C2C=C1)NC(C)=O)C